COC1=C(C=C(C=C1)C)[C@@]1([C@@H](C1)C=1C=NC(=CC1)OC)C(=O)NS(=O)(=O)C=1C=2C=CC(=NC2C=CC1)C (1R,2S)-1-(2-methoxy-5-methylphenyl)-2-(6-methoxypyridin-3-yl)-N-(2-methylquinoline-5-sulfonyl)cyclopropane-1-carboxamide